COC1=C(C=CC=C1C1=NN(C=N1)C)NC1=CNN(C=C1)C([2H])([2H])[2H] 4-((2-methoxy-3-(1-methyl-1H-1,2,4-triazol-3-yl)phenyl)amino)-N-(methyl-d3)pyridazine